(2r,4s)-4-(4-chloro-3-((1-methyl-1H-benzo[d]imidazol-5-yl)ethynyl)-1H-pyrrolo[3,2-c]pyridin-1-yl)-2-(methoxymethyl)pyrrolidine-1-carboxylic acid tert-butyl ester C(C)(C)(C)OC(=O)N1[C@H](C[C@@H](C1)N1C=C(C=2C(=NC=CC21)Cl)C#CC2=CC1=C(N(C=N1)C)C=C2)COC